BrC=1C2=C(C3=C(N=C(N3C)C)C1)C=CC=C2 5-bromo-1,2-dimethylbenzo[e]benzimidazole